ClC=1C=CC(=C(C1)[C@@H](CO)N1C(C=C(C=C1)C=1C=C2C(=NNC2=CC1)C1=CC(=NC=C1)C)=O)F (S)-1-(1-(5-chloro-2-fluorophenyl)-2-hydroxyethyl)-4-(3-(2-methylpyridin-4-yl)-1H-indazol-5-yl)pyridin-2(1H)-one